tert-Butyl (R)-1-((4-(N,N-diethylsulfamoyl)phenyl)sulfonyl)piperidine-3-carboxylate C(C)N(S(=O)(=O)C1=CC=C(C=C1)S(=O)(=O)N1C[C@@H](CCC1)C(=O)OC(C)(C)C)CC